3-(((S)-oxetan-2-yl)methyl)-3H-imidazo[4,5-b]Pyridine O1[C@@H](CC1)CN1C=NC=2C1=NC=CC2